7-bromo-1-((6-chloro-5-(hydroxymethyl)-2-(methylthio)pyrimidin-4-yl)methyl)-2-methyl-1,2,3,4-tetrahydronaphthalen-1-ol BrC1=CC=C2CCC(C(C2=C1)(O)CC1=NC(=NC(=C1CO)Cl)SC)C